C1(=CC=CC=C1)N(C1=CC=CC=C1)C=1C=CC=2N(C3=CC=CC=C3C2C1)C=1C2=C(N=CN1)C1=C(O2)C=CC=C1 4-[3-(N,N-diphenylamino)carbazol-9-yl]benzofuro[3,2-d]pyrimidine